FC(C(=O)O)(F)F.CC=1C=C(C=CC1N1N=CC(=C1)C=1C2=C(N=CN1)NC=C2)CC#N {3-methyl-4-[4-(7H-pyrrolo[2,3-d]-pyrimidin-4-yl)-1H-pyrazol-1-yl]-phenyl}acetonitrile trifluoroacetate